4-(1H-IMIDAZOL-1-YL)PHENOL N1(C=NC=C1)C1=CC=C(C=C1)O